5-benzylidene-3-methyl-2-oxotetrahydrofuran-3-carboxylic acid C(C1=CC=CC=C1)=C1CC(C(O1)=O)(C(=O)O)C